ClC[C@@H]1CN(CCO1)C=O ((S)-2-(chloromethyl)morpholinyl)methanone